3-methyl-1-p-sulfophenyl-5-pyrazolone CC1=NN(C(C1)=O)C1=CC=C(C=C1)S(=O)(=O)O